indolinone nitrogen [N].N1C(CC2=CC=CC=C12)=O